4,6-dichloro-2-((2,2,2-trifluoroethoxy)methyl)pyrimidine ClC1=NC(=NC(=C1)Cl)COCC(F)(F)F